The molecule is a deoxyaldohexose phosphate comprising 2-deoxy-D-glucose having the phosphate group at the 6-position. It has a role as an Escherichia coli metabolite and a Mycoplasma genitalium metabolite. It derives from a D-glucose. It is a conjugate acid of a 2-deoxy-D-glucose 6-phosphate(2-). C(C=O)[C@H]([C@@H]([C@@H](COP(=O)(O)O)O)O)O